C1(=CC=C(C=C1)S(=O)(=O)OCCOC1CC2(CN(C2)C(=O)OC(C)(C)C)C1)C tert-butyl 6-[2-(p-tolylsulfonyloxy)ethoxy]-2-azaspiro[3.3]heptane-2-carboxylate